[Si](C)(C)(C(C)(C)C)OC([C@@H](C1=NC=C(C(=C1)Cl)F)NC(OC(C)(C)C)=O)(C)C |r| tert-butyl rac-(2-((tert-butyldimethylsilyl)oxy)-1-(4-chloro-5-fluoropyridin-2-yl)-2-methylpropyl)carbamate